rac-(1r,2r,4s,5r,6s)-6-hydroxy-4-(1-methyl-3-(trifluoromethyl)-1H-pyrazol-4-yl)-N-(4-(trifluoromethyl)phenyl)-8-oxatricyclo[3.2.1.02,4]octane-2-carboxamide O[C@@H]1[C@H]2[C@@]3(C[C@@]3([C@@H](C1)O2)C(=O)NC2=CC=C(C=C2)C(F)(F)F)C=2C(=NN(C2)C)C(F)(F)F |r|